3-(4-(1H-pyrazol-4-yl)phenyl)-1-(2,4-difluorobenzyl)-1,3,8-triazaspiro[4.5]decan-2-one N1N=CC(=C1)C1=CC=C(C=C1)N1C(N(C2(C1)CCNCC2)CC2=C(C=C(C=C2)F)F)=O